C1(CCCC1)N1C(CN(C=2C(N[C@](NC12)(N)NC=1C=C2C=CN(C2=CC1OC)C(CN1CCCCC1)=O)=O)C)CC (R)-8-cyclopentyl-7-ethyl-2-{{6-methoxy-1-[2-(piperidin-1-yl)acetyl]indol-5-yl}amino}-5-methyl-7,8-dihydropterin